5-((3,5-diethyl-1-(4-nitrobenzyl)-1H-pyrazol-4-yl)methyl)-1H-tetrazole C(C)C1=NN(C(=C1CC1=NN=NN1)CC)CC1=CC=C(C=C1)[N+](=O)[O-]